(R)-4-amino-N-methyl-N-(1-(4-(trifluoromethyl)phenyl)ethyl)imidazo[1,5-a]quinoxaline-8-formamide NC=1C=2N(C3=CC(=CC=C3N1)C(=O)N([C@H](C)C1=CC=C(C=C1)C(F)(F)F)C)C=NC2